FC(C1=CC=C(C=N1)C=1C=C(C(N(N1)C=1C=NC=CC1)=O)C(=O)N[C@@H]1[C@H](CCC1)O)F 6-[6-(difluoromethyl)pyridin-3-yl]-N-[(1s,2s)-2-hydroxycyclopentyl]-3-oxo-2-(pyridin-3-yl)-2,3-dihydropyridazine-4-carboxamide